4,5,5',6'-Tetrahydro-2H-spiro[furan-3,8'-pyrano[3,4-b]pyridine]-1'-oxide [N+]1(=C2C(=CC=C1)CCOC21COCC1)[O-]